C1(=CC=CC=C1)C(C#N)CC1=CC=CC=C1 2,3-diphenylpropanenitrile